C(C1=CC=CC=C1)C1=CC(=C(C2=CC=CC=C12)N(C(C)(C)C)C(C)(C)C)P(C1=CC=CC=C1)C1=CC=CC=C1 4-benzyl-N,N-di-tert-butyl-2-(diphenylphosphino)naphthalen-1-amine